4-((2R,3S,4S,5R)-3-(2-(difluoromethoxy)-3,4-difluorophenyl)-4,5-dimethyl-5-(trifluoromethyl)tetrahydrofuran-2-carboxamido)-N-methylpicolinamide FC(OC1=C(C=CC(=C1F)F)[C@H]1[C@@H](O[C@]([C@H]1C)(C(F)(F)F)C)C(=O)NC1=CC(=NC=C1)C(=O)NC)F